S1C(=CC=C1)C=C1N=COC1=O 4-(thiophen-2-ylmethylene)oxazol-5(4H)-one